COC1=C(C=C2C3=C(N(C2=C1)C)C(=NC=C3)C)C3=CC=C(C=C3)NC(C)=O N-(4-(7-methoxy-1,9-dimethyl-9H-pyrido[3,4-b]indol-6-yl)phenyl)acetamide